O[C@@H]([C@@H](C(=O)N[C@@H](CC(C)C)B(O)O)NC(=O)C1=NC(=CC=C1)C1=CC=CC=C1)C [(1R)-1-[[(2S,3R)-3-hydroxy-2-[(6-phenylpyridine-2-carbonyl)amino]butanoyl]amino]-3-methylbutyl]boronic acid